The molecule is a member of the class of pyrazoles that is antipyrine substituted at C-4 by a methylamino group. It is a metabolite of aminopyrine and of metamizole. It has a role as a non-narcotic analgesic, an opioid analgesic, a non-steroidal anti-inflammatory drug, an EC 1.14.99.1 (prostaglandin-endoperoxide synthase) inhibitor, a peripheral nervous system drug, an antipyretic and a drug metabolite. It is a member of pyrazoles and a secondary amino compound. It derives from an antipyrine. CC1=C(C(=O)N(N1C)C2=CC=CC=C2)NC